1-cyclohexyl-3-phenylurea C1(CCCCC1)NC(=O)NC1=CC=CC=C1